4-(1-cyclopropyl-2,2,2-trifluoro-ethyl)pyrimidine-4,6-diamine hydrochloride Cl.C1(CC1)C(C(F)(F)F)C1(NC=NC(=C1)N)N